2-[(4,4-difluoropiperidin-3-yl)methoxy]-6-(trifluoromethyl)pyridinium FC1(C(CNCC1)COC1=[NH+]C(=CC=C1)C(F)(F)F)F